(S)-2-((S)-3-methyltetrahydro-2H-pyran-3-carboxamido)-9-(5,6,7,8-tetrahydro-1,8-naphthyridin-2-yl)nonanoic acid C[C@]1(COCCC1)C(=O)N[C@H](C(=O)O)CCCCCCCC1=NC=2NCCCC2C=C1